26-(nonylphenoxy)-3,6,9,12,15,18,21,24-octaoxahexacosan-1-ol CCCCCCCCCC1=CC=C(C=C1)OCCOCCOCCOCCOCCOCCOCCOCCOCCO